S1C(=NC2=C1C=CC=C2)C=2C=C(C=CC2)C2=CC=C(C=C2)C=2N(N=C1C3C(C(CC21)C3)(C)C)C3=CC=C(C=C3)[N+](=O)[O-] 3-(benzothiazole-2-yl)-4'-(6,6-dimethyl-2-(4-nitrophenyl)-4,5,6,7-tetrahydro-2H-5,7-methanoindazol-3-yl)-1,1'-biphenyl